3-(2-fluoro-phenoxy)-propionic acid FC1=C(OCCC(=O)O)C=CC=C1